14-fluoro-N-methyl-8,12-dioxa-2,16,22,26,30-pentaazapentacyclo[18.6.2.1^{3,7}.1^{13,17}.0^{24,28}]triaconta-1(27),3,5,7(30),13,15,17(29),20,22,24(28),25-undecaen-18-yn-23-amine FC1=C2OCCCOC=3C=CC=C(NC=4N=CC=5C(=NC=C(C#CC(N=C1)=C2)C5C4)NC)N3